2-hydroxy-valeryl-CoA OC(C(=O)SCCNC(CCNC([C@@H](C(COP(OP(OC[C@@H]1[C@H]([C@H]([C@@H](O1)N1C=NC=2C(N)=NC=NC12)O)OP(=O)(O)O)(=O)O)(=O)O)(C)C)O)=O)=O)CCC